4-((5-nitropyridin-2-yl)disulfanyl)pentanoic acid [N+](=O)([O-])C=1C=CC(=NC1)SSC(CCC(=O)O)C